N-(6,7-dihydrobenzo[b]pyrrolo[1,2-d][1,4]oxaazepin-7-yl)-4-phenoxypyridineamide C1=CC=CC=2OCC(C=3N(C21)C=CC3)NC(=O)C3=NC=CC(=C3)OC3=CC=CC=C3